(octanyloxy)methyl 3-formyl-1H-indole-1-carboxylate C(=O)C1=CN(C2=CC=CC=C12)C(=O)OCOCCCCCCCC